BrC=1C=NC=CC1C(=O)N1CC(C1)(F)F (3-bromopyridin-4-yl)(3,3-difluoroazetidin-1-yl)methanone